2-(2-nitro-4-(pyrrolidine-2-carboxamido)benzoyl)hydrazine-1-carboxylic acid tert-butyl ester C(C)(C)(C)OC(=O)NNC(C1=C(C=C(C=C1)NC(=O)C1NCCC1)[N+](=O)[O-])=O